C(C1=CC=CC=C1)N1C[C@H](OC[C@H]1C)C1=CC=C(C(=O)OC)C=C1 Methyl 4-((2R,5R)-4-benzyl-5-methylmorpholin-2-yl)benzoate